1-(2,5-dimethylphenyl)-[1]benzopyrano[3,4-d]imidazol-4(1H)-one CC1=C(C=C(C=C1)C)N1C=NC2=C1C1=C(OC2=O)C=CC=C1